NC=1C2=C(N=CN1)N(C=C2)CC(=O)N2[C@@H](C[C@H](C2)F)C(=O)NC2=NC(=CC=C2)Br (2S,4R)-1-(2-(4-amino-7H-pyrrolo[2,3-d]pyrimidin-7-yl)acetyl)-N-(6-bromopyridin-2-yl)-4-fluoropyrrolidine-2-carboxamide